NC1=CC=C(C(=O)OC2=CC=C(C=C2)OC(C2=CC=C(C=C2)N)=O)C=C1 [4-(4-aminobenzoyl) oxyphenyl]-4-Aminobenzoate